COC1=C2NC(=C1)C=C1C=CC(=N1)C=C1C=CC(N1)=CC=1C=CC(N1)=C2 methoxy-porphyrin